O=C1NC(CCC1N1C(C2=CC=CC(=C2C1=O)NC(CC1CCN(CC1)C(=O)OC(C)(C)C)=O)=O)=O tert-butyl 4-(2-((2-(2,6-dioxopiperidin-3-yl)-1,3-dioxoisoindolin-4-yl)amino)-2-oxoethyl)piperidine-1-carboxylate